C(C(C)(C)C)OB(O)C=1SC=CC1 thiophene-2-boronic acid neopentyl ester